isopropyl (1-(3-(methylcarbamoyl)-7-(trifluoromethyl) thieno[3,2-b]pyridin-5-yl) piperidin-4-yl) carbonate C(OC(C)C)(OC1CCN(CC1)C1=CC(=C2C(=N1)C(=CS2)C(NC)=O)C(F)(F)F)=O